methyl-1-((6-((3'-(5-(((2-(4-aminobutanamido)ethyl)amino) methyl)picolinamido)-2-chloro-2'-methyl-[1,1'-biphenyl]-3-yl)carbamoyl)pyridine-3-yl) methyl)piperidine-4-carboxylate COC(=O)C1CCN(CC1)CC=1C=NC(=CC1)C(NC=1C(=C(C=CC1)C1=C(C(=CC=C1)NC(C1=NC=C(C=C1)CNCCNC(CCCN)=O)=O)C)Cl)=O